N=CCCNCCC imino-(bis-propylamine)